BrC=1C=C(C2=CN(N=C2C1)C(C(=O)C1N(CCC1)C(=O)OC(C)(C)C)C(=O)OCC)F tert-butyl 2-[2-(6-bromo-4-fluoro-indazol-2-yl)-3-ethoxy-3-oxo-propanoyl]pyrrolidine-1-carboxylate